FC(CCN1N=NC(=C1)C(=O)NCC1=NC=CC=C1)CN1N=NC(=C1)NC(CC=1C=NC(=CC1)C)=O 1-(3-fluoro-4-{4-[2-(6-methylpyridin-3-yl)acetamido]-1H-1,2,3-triazol-1-yl}butyl)-N-(pyridin-2-ylmethyl)-1H-1,2,3-triazole-4-carboxamide